O1CCN(CC1)C1=NC2=CC=C(C=C2C=C1)CN1C[C@H](CC1)OC=1C=C2CN(C(C2=CC1)=O)C1C(NC(CC1)=O)=O 3-(5-(((S)-1-((2-Morpholinoquinolin-6-yl)methyl)pyrrolidin-3-yl)oxy)-1-oxoisoindolin-2-yl)piperidine-2,6-dione